C(C)(C)(C)OC(NC1CNCC(C1)(F)F)=O (5,5-difluoro-piperidin-3-yl)-carbamic acid tert-butyl ester